2-methoxy-ethyl-4-methyl-benzene COCCC1=CC=C(C=C1)C